N(=NC1C(C#N)CCCC1)C1C(C#N)CCCC1 azobis(hexahydrobenzonitrile)